O1C2=C(OCC1)C=C(C=C2)C2=C1C=CN(C1=CC=C2)C2=CC=CC=N2 6-(4-(2,3-dihydrobenzo[b][1,4]dioxin-6-yl)-1H-indol-1-yl)pyridin